C(C)C1=CC=C(C=C1)N1C(C2=CC=CC=C2C(N1)=O)=O 2-(4-ethylphenyl)-2,3-dihydrophthalazine-1,4-dione